ClC1=C(CC2=NC3=C(N2[C@@H]2COCC2(C)C)C=C(C=C3)C(=O)O)C=C(C(=C1)C1=NC(=CC=C1)OCC1=C(C=C(C=C1)C#N)F)F (S)-2-(2-chloro-4-(6-((4-cyano-2-fluorobenzyl)oxy)pyridin-2-yl)-5-fluorobenzyl)-1-(4,4-dimethyltetrahydrofuran-3-yl)-1H-benzo[d]imidazole-6-carboxylic acid